FC(S(=O)(=O)OC(C(F)(F)F)C1CCOCC1)(F)F 2,2,2-trifluoro-1-(oxan-4-yl)ethyl trifluoromethanesulfonate